2-((2S)-4-(7-(8-chloronaphthalen-1-yl)-2-(((S)-1-methylpyrrolidin-2-yl)methoxy)-7,8-dihydro-5H-pyrano[4,3-d]pyrimidin-4-yl)-1-((E)-4-fluorobut-2-enoyl)piperazin-2-yl)acetonitrile ClC=1C=CC=C2C=CC=C(C12)C1CC=2N=C(N=C(C2CO1)N1C[C@@H](N(CC1)C(\C=C\CF)=O)CC#N)OC[C@H]1N(CCC1)C